BrC1=CC=C(OCCO[Si](C)(C)C(C)(C)C)C=C1 2-(4-bromophenoxy)ethoxy-tert-butyl-dimethyl-silane